NC=1C=C(C=C(C1)C(COC)(F)F)[C@@H](C)NC1=NC(=NC2=CC(=C(C=C12)C=1CCNCC1)OC)C (R)-N-(1-(3-amino-5-(1,1-difluoro-2-methoxyethyl)phenyl)ethyl)-7-methoxy-2-methyl-6-(1,2,3,6-tetrahydropyridin-4-yl)quinazolin-4-amine